5-(3-bromo-5-fluorophenyl)pent-4-ynal tert-butyl-4-(5-amino-2-((4-methoxybenzyl)oxy)pyridin-3-yl)piperazine-1-carboxylate C(C)(C)(C)OC(=O)N1CCN(CC1)C=1C(=NC=C(C1)N)OCC1=CC=C(C=C1)OC.BrC=1C=C(C=C(C1)F)C#CCCC=O